C1(CC1)C1=NC(=NO1)C1=CC2=C([C@H](CO2)NC(=O)C2=CC=NN2C)C=C1 (R)-N-(6-(5-cyclopropyl-1,2,4-oxadiazol-3-yl)-2,3-dihydrobenzofuran-3-yl)-1-methyl-1H-pyrazole-5-carboxamide